2-(tert-butyl)-4-methyl-8-(4-((4-(methylsulfonyl)piperidin-1-yl)methyl)phenyl)-7-(phenylsulfonyl)-1,2,4,7-tetrahydro-3H-pyrrolo[3',2':5,6]pyrido[3,4-d]pyrimidin-3-one C(C)(C)(C)N1C(N(C2=C(C1)C1=C(N=C2)N(C(=C1)C1=CC=C(C=C1)CN1CCC(CC1)S(=O)(=O)C)S(=O)(=O)C1=CC=CC=C1)C)=O